BrC1=CC(=C(C=C1)OC(F)(F)F)C 1-bromo-3-methyl-4-(trifluoromethoxy)benzene